C(CCC)C1CS(C2=C(N(C1)C1=CC=C(C=C1)F)C=C(C(=C2)O\C=C(\C(=O)OCC)/F)SCC)(=O)=O Ethyl (Z)-3-((3-butyl-7-(ethylthio)-5-(4-fluorophenyl)-1,1-dioxido-2,3,4,5-tetrahydro-1,5-benzothiazepin-8-yl)oxy)-2-fluoroacrylate